ClCC1=CC=C(C=C1)NS(=O)(=O)C1=C(C=C(C=C1)C(=O)NCCNC(OC(C)(C)C)=O)[N+](=O)[O-] tert-butyl N-{2-[(4-{[4-(chloromethyl)phenyl]sulfamoyl}-3-nitrophenyl)formamido]ethyl}carbamate